C(CC)(=O)OC1=C(C=C(C=C1)CC)OC 2-methoxy-4-ethylphenyl propionate